tetraethyl-methyl-aminohafnium C(C)[Hf](N)(C)(CC)(CC)CC